CC1=CN=C(N=N1)N[C@@H]1C[C@H](CC1)N (1S,3S)-N1-(6-Methyl-1,2,4-triazin-3-yl)cyclopentane-1,3-diamine